C(C1=CC=CC=C1)OC1=C(/C=C/C2=CC=C(S2)C=O)C=CC(=C1)N(CCCCO[Si](C1=CC=CC=C1)(C1=CC=CC=C1)C(C)(C)C)CCCCO[Si](C1=CC=CC=C1)(C1=CC=CC=C1)C(C)(C)C (E)-5-[2-(Benzyloxy)-4-[bis[4-[(tert-butyldiphenylsilyl)oxy]butyl]amino]styryl]thiophene-2-carbaldehyde